4-((R)-3-((cyclopropylmethyl)amino)piperidin-1-yl)-1-(1-(1-(6-(pyrrolidin-1-yl)pyrazin-2-yl)-1H-pyrazol-4-yl)ethyl)pyridin-2(1H)-one C1(CC1)CN[C@H]1CN(CCC1)C1=CC(N(C=C1)C(C)C=1C=NN(C1)C1=NC(=CN=C1)N1CCCC1)=O